2'-((6-Aminopyrimidin-4-yl)amino)-3'-chlorospiro[cyclohexane-1,4'-thieno[2,3-c]pyrrol]-6'(5'H)-one NC1=CC(=NC=N1)NC1=C(C2=C(C(NC23CCCCC3)=O)S1)Cl